C(/C1=CC=CC=C1)=C/1\C(N(C(C1)=O)CCCCCCC(=O)OCC)=O ethyl (E)-7-(3-benzylidene-2,5-dioxopyrrolidinyl)heptanoate